ClC=1C(=C(C=CC1)NC1=C(NC2=C1C(NCC2)=O)C2=CC=NC1=CC=C(N=C21)O[C@H]2COCCC2)OC 3-[(3-chloro-2-methoxyphenyl)amino]-2-[6-[(3R)-oxacyclohex-3-yloxy]-1,5-naphthyridin-4-yl]-1h,5h,6h,7h-pyrrolo[3,2-c]pyridin-4-one